C(=C)[C@@]12CO[C@@H](CN1C(=O)OC(C)(C)C)C2 tert-butyl (1R,4S)-4-vinyl-2-oxa-5-azabicyclo[2.2.1]heptane-5-carboxylate